NCCC[Si](O[Si](C)(C)C)(O[Si](C)(C)C)O[Si](C)(C)C (3-aminopropyl)tris(trimethylsiloxy)silane